BrC1=C(N(C=2C1=NC(=CC2)Cl)COCC[Si](C)(C)C)C2=CC=NC=C2 4-(3-bromo-5-chloro-1-{[2-(trimethylsilyl)ethoxy]methyl}-1H-pyrrolo[3,2-b]pyridin-2-yl)pyridin